C(C)(C)(C)OC(NCC1=CC(=CC=C1)N)=O 3-aminobenzyl-carbamic acid tert-butyl ester